2-(3-amino-4-((tert-butyldimethylsilyl)oxy)phenyl)-6-bromo-3,4-dihydroisoquinolin-1(2H)-one NC=1C=C(C=CC1O[Si](C)(C)C(C)(C)C)N1C(C2=CC=C(C=C2CC1)Br)=O